2-dicyclohexylphosphino-2',6'-diisopropyloxy-biphenyl C1(CCCCC1)P(C1=C(C=CC=C1)C1=C(C=CC=C1OC(C)C)OC(C)C)C1CCCCC1